4-{[3-(1-ethyl-1H-benzo[d][1,2,3]triazol-5-yl)-5-trifluoromethyl-1H-pyrazol-1-yl]methyl}-N-hydroxybenzoamide C(C)N1N=NC2=C1C=CC(=C2)C2=NN(C(=C2)C(F)(F)F)CC2=CC=C(C(=O)NO)C=C2